C(C)(C)(C)C1=CC=C(C=C1)C(=O)NCC(=O)NCCOC1=CC(=CC=C1)OCC(=O)N1CCN(CC1)C(C1=C(C(=CC=C1)O)OC)=O 2-[(4-tert-butylphenyl)formamido]-N-[2-(3-{2-[4-(3-hydroxy-2-methoxybenzoyl)piperazin-1-yl]-2-oxoethoxy}phenoxy)ethyl]acetamide